BrC1=CC=C(C=N1)C(CCOC(F)F)N1N=CC(=C1)C1=CC=C(C(=O)OC(C)(C)C)C=C1 tert-Butyl 4-(1-(1-(6-bromopyridin-3-yl)-3-(difluoromethoxy)propyl)-1H-pyrazol-4-yl)benzoate